6-Fluoro-N-((6-(2-fluorophenoxy)pyridin-3-yl)methyl)-1-methyl-2-oxo-2,3-dihydro-1H-benzimidazole-5-carboxamide FC=1C(=CC2=C(N(C(N2)=O)C)C1)C(=O)NCC=1C=NC(=CC1)OC1=C(C=CC=C1)F